NC1C=CC(C(=O)O)=C(O)C=1 P-Aminosalicylic acid